pyrazine-2(1H)-on N1C(C=NC=C1)=O